2-(2-fluoro-4-(pyrrolidin-2-yl)phenyl)-N-(3-(4-fluoropiperidin-1-yl)propyl)-6-methoxybenzo[d]imidazo[2,1-b]thiazole-7-carboxamide dihydrochloride Cl.Cl.FC1=C(C=CC(=C1)C1NCCC1)C=1N=C2SC3=C(N2C1)C=C(C(=C3)C(=O)NCCCN3CCC(CC3)F)OC